[N+](=O)([O-])C1=CC(=C(C=C1)C=O)N1CC(CC1)C(F)(F)F [4-nitro-2-[3-(trifluoromethyl)pyrrolidinyl]phenyl]methanone